octacosane CCCCCCCCCCCCCCCCCCCCCCCCCCCC